tert-butyl rac-(3R,4S)-3-fluoro-4-[(6-fluoro-1H-benzimidazol-5-yl)amino]pyrrolidine-1-carboxylate F[C@@H]1CN(C[C@@H]1NC1=CC2=C(NC=N2)C=C1F)C(=O)OC(C)(C)C |r|